(sulfanyl)adenine SC1=NC(=C2NC=NC2=N1)N